5-(2,4-Dimethoxyphenyl)-1H-pyrrole-3-carbonitrile COC1=C(C=CC(=C1)OC)C1=CC(=CN1)C#N